C(C)S(=O)(=O)C1=CC(=C(C=C1)C1=NN2C(OCC(C2)(C)C)=C1C(=O)NC1N=C(C2=C(NC1=O)C(=CC=C2)F)C2=CC=CC=C2)F 2-(4-(Ethylsulfonyl)-2-fluorophenyl)-N-(9-fluoro-2-oxo-5-phenyl-2,3-dihydro-1H-benzo[e][1,4]diazepin-3-yl)-6,6-dimethyl-6,7-dihydro-5H-pyrazolo[5,1-b][1,3]oxazine-3-carboxamide